BrC=1C=NN(C1C)C(C(C)O)C racemic-syn-3-(4-bromo-5-methyl-1H-pyrazol-1-yl)butan-2-ol